tert-butyl (3S,4R)-3-fluoro-4-((2-((Z)-N'-hydroxycarbamimidoyl)-3-(2,2,2-trifluoroethyl)thieno[3,2-b]pyridin-7-yl)amino)pyrrolidine-1-carboxylate F[C@H]1CN(C[C@H]1NC1=C2C(=NC=C1)C(=C(S2)/C(/N)=N/O)CC(F)(F)F)C(=O)OC(C)(C)C